C(C)(C)NC=1C2=C(N=C(C1)NC1=C(C=C(C=C1)S(=O)(=O)C)OC)NC=C2 N4-isopropyl-N6-(2-methoxy-4-(methylsulfonyl)phenyl)-1H-pyrrolo[2,3-b]pyridine-4,6-diamine